OC=1C=CC=C2C(=NC=NC12)C1CCC(CC1)CCP(O)(O)=O (2-(4-(8-hydroxyquinazolin-4-yl)cyclohexyl)ethyl)phosphonic acid